C(CCCCC)[Si](OC(C)C)(OC(C)C)OC(C)C n-Hexyltri-isopropoxysilan